C1C(CCC2=CC=CC=C12)=O 2-tetralinone